2-(2-(5,8-dioxaspiro[3.4]octan-2-yl)ethyl)-1,8-naphthyridine C1C(CC12OCCO2)CCC2=NC1=NC=CC=C1C=C2